NC1=C(C(=NN1C(C)C)C=1C=NC(=CC1)C(C(=O)NC1=NOC(=C1)CC(C)(C)C)C)C(=O)N 5-Amino-3-[6-[2-[[5-(2,2-dimethylpropyl)isoxazol-3-yl]amino]-1-methyl-2-oxo-ethyl]-3-pyridyl]-1-isopropyl-pyrazole-4-carboxamide